(3S)-ethyl 3-(4-chlorophenyl)-3-(1-(4-chlorophenyl)-7-fluoro-1-hydroxy-3-oxo-5-(tetrahydro-2H-pyran-4-carbonyl)isoindolin-2-yl)propanoate ClC1=CC=C(C=C1)[C@H](CC(=O)OCC)N1C(C2=C(C=C(C=C2C1=O)C(=O)C1CCOCC1)F)(O)C1=CC=C(C=C1)Cl